[C@@H]1(C[C@@H](CCC1)O)O |r| rac-(1R,3R)-cyclohexane-1,3-diol